(7S)-7-ethyl-8,11-dioxo-7,8,11,13-tetrahydro-2H,10H-[1,3]dioxolo[4,5-g]pyrano[3',4':6,7]indolizino[1,2-b]quinolin-7-yl L-valinate N[C@@H](C(C)C)C(=O)O[C@@]1(C(OCC=2C(N3CC=4C(=NC=5C=C6C(=CC5C4)OCO6)C3=CC21)=O)=O)CC